N-[(2S)-2-hydroxypropyl]-5,6-dimethyl-pyrido[4,3-b]carbazole-9-carboxamide O[C@H](CNC(=O)C1=CC=2C=3C=C4C(=C(C3N(C2C=C1)C)C)C=CN=C4)C